C(C)(C)(C)NCC(O)C1=CC=C(C=C1)O 2-(tert-butylamino)-1-(p-hydroxyphenyl)-1-ethanol